ClC=1C=C(C=NC1)C1=NC(=C2N=CN(C2=N1)[C@H]1[C@@H]([C@@H]([C@H](O1)C(=O)NC([2H])([2H])[2H])O)O)NCC1=NC(=CC=C1)OC (2S,3S,4R,5R)-5-(2-(5-chloropyridin-3-yl)-6-((6-methoxypyridin-2-yl)methylamino)-9H-purin-9-yl)-3,4-dihydroxyl-N-(methyl-d3)-tetrahydrofuran-2-carboxamide